NCC(=O)NC1=CC=C(C=C1)C1=C2C(=NC=3C=C4C(=CC13)OCO4)C4=CC1=C(C(N4C2)=O)COC(C1(O)CC)=O 2-amino-N-(4-(7-ethyl-7-hydroxy-8,11-dioxo-7,8,11,13-tetrahydro-10H-[1,3]-dioxolano[4,5-g]pyrano[3',4':6,7]indolizino[1,2-B]quinolin-14-yl)phenyl)acetamide